ClC=1N=CC2=C(C=CC(=C2C1)C(C)C)N1CC(C1)CC[S@](=O)C (R)-3-chloro-5-Isopropyl-8-(3-((methylsulfinylmethyl)methyl)azetidin-1-yl)isoquinoline